O=C1N(C(C=C1)=O)CCN1CCN(CC1)C(=O)OCCCC Z-Butyl 4-[2-(2,5-dioxopyrrol-1-yl)ethyl]piperazine-1-carboxylate